C1(=CC=C(C=C1)C1=CC(=NN1C1=CC=C(C=C1)S(=O)(=O)Cl)C(F)(F)F)C 4-(5-(p-tolyl)-3-(trifluoromethyl)-1H-pyrazol-1-yl)benzenesulfonyl chloride